C(CCCCCCCC)(=O)OCO.C(CCCCCCCC)(=O)OCO.C(CCCCCCCC)(=O)OCO trimethylol trinonanoate